N-(3-((1H-benzo[d]imidazol-2-yl)methyl)-5-chloro-1-ethyl-2-oxoindolin-3-yl)isonicotinamide N1C(=NC2=C1C=CC=C2)CC2(C(N(C1=CC=C(C=C21)Cl)CC)=O)NC(C2=CC=NC=C2)=O